C(#N)C1=CC=C(OC(C(=O)NC=2SC=3C(=NC=C(C3)OC)N2)C2=CC=C(C=C2)S(=O)(=O)CC)C=C1 2-(4-Cyano-phenoxy)-2-(4-ethanesulfonyl-phenyl)-N-(6-methoxy-thiazolo[4,5-b]pyridin-2-yl)-acetamide